(2R)-tert-butyldimethylsilyloxy-1,4-butanediol [Si](C)(C)(C(C)(C)C)OC(CCCO)O